DECANOIC ANHYDRIDE C(CCCCCCCCC)(=O)OC(CCCCCCCCC)=O